ClC1=NC(=C2N=CN(C2=N1)CC(=O)N1CCC2=CC=CC=C12)Cl 2-(2,6-dichloro-9H-purin-9-yl)-1-(indolin-1-yl)ethan-1-one